(2R,3R,E)-3-hydroxy-10-methoxy-2,10-dimethylundec-8-enoic acid O[C@@H]([C@H](C(=O)O)C)CCCC\C=C\C(C)(C)OC